CCC1=CC(=C2C1=CC=CC(=C2)C(C)C)S(=O)(=O)[O-].[Na+] The molecule is an organic sodium salt having 3-ethyl-7-isopropylazulene-1-sulfonate as the counterion. Used for treatment of gastric ulcers. It has a role as an anti-ulcer drug and a thromboxane A2 antagonist. It is an organosulfonate salt and an organic sodium salt. It contains an egualen(1-).